(S)-(2-(5-benzyloxazol-2-yl)-2-fluoro-1,1-dioxidothiomorpholino)(4-bromo-3-chlorophenyl)methanone C(C1=CC=CC=C1)C1=CN=C(O1)[C@]1(S(CCN(C1)C(=O)C1=CC(=C(C=C1)Br)Cl)(=O)=O)F